(3S)-3-methylvaleric acid C[C@H](CC(=O)O)CC